FC1=C(C=CC=C1)C(=O)C1=C(C=CC=C1)O (2-fluorophenyl)(2-hydroxyphenyl)methanone